ClC=1C=C(C#N)C=C(C1)OC1=C(N=CN(C1=O)CC1=NNC(C(=C1)C1=CC=C(C=C1)OC(F)F)=O)C(F)(F)F 3-chloro-5-((1-((5-(4-(difluoromethoxy)phenyl)-6-oxo-1,6-dihydropyridazin-3-yl)methyl)-6-oxo-4-(trifluoromethyl)-1,6-dihydropyrimidin-5-yl)oxy)benzonitrile